ClC=1C=C(C=NC1C=1OC=NN1)NC(=O)C=1C=NN(C1C(F)(F)F)C1=C2C=CC=NC2=CC=C1 N-(5-Chloro-6-(1,3,4-oxadiazol-2-yl)pyridin-3-yl)-1-(chinolin-5-yl)-5-(trifluoromethyl)-1H-pyrazol-4-carboxamid